methyl 2-[6-({(1R,3R)-3-[(tert-butoxycarbonyl)amino]cyclopentyl}oxy)-2'-cyclobutyl-3'-fluoro[1,1-biphenyl]-3-yl]-2-methylpropanoate C(C)(C)(C)OC(=O)N[C@H]1C[C@@H](CC1)OC1=CC=C(C=C1C1=C(C(=CC=C1)F)C1CCC1)C(C(=O)OC)(C)C